(S)-1-(6-(3-Aminophenyl)-2-methyl-3,4-dihydroquinolin-1(2H)-yl)ethan-1-one NC=1C=C(C=CC1)C=1C=C2CC[C@@H](N(C2=CC1)C(C)=O)C